N-({5-[5-(trifluoromethyl)-1,2,4-oxadiazol-3-yl]pyridin-2-yl}methyl)-1H-pyrazol-3-amine FC(C1=NC(=NO1)C=1C=CC(=NC1)CNC1=NNC=C1)(F)F